4-nitro-3-(pyrrolidin-1-ylphenyl)piperazine hydrochloride Cl.[N+](=O)([O-])N1C(CNCC1)C1=C(C=CC=C1)N1CCCC1